1,1-ditertbutoxy-N,N-dimethyl-methylamine C(C)(C)(C)OC(OC(C)(C)C)N(C)C